(R)-2-AMINO-3-HYDROXY-3-METHYLBUTANOIC ACID N[C@@H](C(=O)O)C(C)(C)O